p-bis-(2-hydroxy-2-propyl)benzene butylphenyl-propionate C(CCC)C(C(=O)O)(C)C1=CC=CC=C1.OC(C)(C)C1=CC=C(C=C1)C(C)(C)O